3-amino-N-[2-(4-amino-3-methoxy-3-methylpyrrolidin-1-yl)-4-fluoro-5,6,7,8-tetrahydroquinolin-6-yl]-4,6-dimethylthieno[2,3-b]pyridine-2-carboxamide NC1=C(SC2=NC(=CC(=C21)C)C)C(=O)NC2CC=1C(=CC(=NC1CC2)N2CC(C(C2)N)(C)OC)F